(S)-4-(5-(2-((2-(3-carboxypropanoyl)-4-fluoro-6-methoxybenzo[b]thiophen-5-yl)oxy)ethoxy)-6-methoxythieno[3,2-b]pyridin-2-yl)-2-methyl-4-oxobutanoic acid C(=O)(O)CCC(=O)C1=CC2=C(S1)C=C(C(=C2F)OCCOC2=C(C=C1C(=N2)C=C(S1)C(C[C@@H](C(=O)O)C)=O)OC)OC